C(C)OC(=O)C=1C(=NC(=NC1NCC1=CC(=CC=C1)C(F)(F)F)N1CC2(C1)CCC2)C=2OC=CC2 2-(2-azaspiro[3.3]heptan-2-yl)-4-(2-furyl)-6-[[3-(trifluoromethyl)phenyl]methylamino]pyrimidine-5-carboxylic acid ethyl ester